NC1=NC(=C2C(=N1)N(N=C2)CC2=CC=C(C=C2)[N+](=O)[O-])C=2C=C(C#N)C=CC2 3-(6-amino-1-(4-nitrobenzyl)-1H-pyrazolo[3,4-d]pyrimidine-4-yl)benzonitrile